CS(=O)(=O)OC1=CC(=CC=C1)C1(OCCO1)C.[Na] sodium (3-(2-methyl-1,3-dioxolan-2-yl) phenyl) methanesulfonate